3-azabicyclo[3.3.0]octane hydrochloride Cl.C12CNCC2CCC1